N-((1S,2S)-2-hydroxycyclohexyl)hexanamide tert-butyl-4-{2-bromo-4-[2-(tert-butoxy)-2-oxoethyl]-5-ethyl-7-oxo-[1,2,4]triazolo[1,5-a]pyrimidin-6-yl}piperazine-1-carboxylate C(C)(C)(C)OC(=O)N1CCN(CC1)C1=C(N(C=2N(C1=O)N=C(N2)Br)CC(=O)OC(C)(C)C)CC.O[C@@H]2[C@H](CCCC2)NC(CCCCC)=O